3-(4-Bromo-6-(hydroxymethyl)-1-oxoisoindolin-2-yl)piperidine-2,6-dione BrC1=C2CN(C(C2=CC(=C1)CO)=O)C1C(NC(CC1)=O)=O